methyl-3-(3,4-methylenedioxyphenyl)propanal CC(C=O)CC1=CC2=C(C=C1)OCO2